N1=C(C=CC=C1)C1=NC=CC=C1 2-pyridinyl-pyridine